ethyl 5-((tert-butoxycarbonyl) amino)-2-methylenevalerate C(C)(C)(C)OC(=O)NCCCC(C(=O)OCC)=C